5-(4-Hydroxy-3-methoxybenzylidene)-1,3-dimethylpyrimidine-2,4,6(1H,3H,5H)-trione OC1=C(C=C(C=C2C(N(C(N(C2=O)C)=O)C)=O)C=C1)OC